4-hydroxy-3-((2-methoxyphenyl)azo)-1-naphthalenesulfonic acid OC1=C(C=C(C2=CC=CC=C12)S(=O)(=O)O)N=NC1=C(C=CC=C1)OC